1-Heptyl-3-methylpiperidinium cyanide [C-]#N.C(CCCCCC)[NH+]1CC(CCC1)C